NC1=C(C=C(C=C1)S(=O)(=O)C=1C=C(C(=O)O[CH+]C)C=CC1)F [3-(4-Amino-3-fluorobenzenesulfonyl)benzoyloxy]ethylium